di(3-n-propoxyphenyl) phosphonate P(OC1=CC(=CC=C1)OCCC)(OC1=CC(=CC=C1)OCCC)=O